C[C@]12CC(C[C@](CCC1)(N2)C)N(C2=CC(=C(N=N2)C2=C(C=C(C(=C2)F)C=2C=NNC2)O)F)C 2-(6-(((1R,3S,5S)-1,5-dimethyl-9-azabicyclo[3.3.1]non-3-yl)(methyl)amino)-4-fluoropyridazin-3-yl)-4-fluoro-5-(1H-pyrazol-4-yl)phenol